trans-3-[(8aS)-3-oxo-1,5,6,7,8,8a-hexahydroimidazo[1,5-a]pyrazin-2-yl]cyclopentanecarboxylic Acid TFA Salt OC(=O)C(F)(F)F.O=C1N(C[C@H]2N1CCNC2)[C@@H]2C[C@H](CC2)C(=O)O